hydroxyphenyl(α-naphthylmethyl)methylsulfonium OC[S+](CC1=CC=CC2=CC=CC=C12)C1=CC=CC=C1